ClC1=CC=2C3=C(C(=NC2C(=C1C=1C=CC=C2C=CC=C(C12)C#N)F)O[C@@H](C)[C@H]1N(CCC1)C)N=CN3[C@@H]3C[C@H](N(CC3)C(CC#N)=O)CC#N 8-(8-chloro-1-((2S,4S)-1-(2-cyanoacetyl)-2-(cyanomethyl)piperidin-4-yl)-6-fluoro-4-((S)-1-((S)-1-methylpyrrolidin-2-yl)ethoxy)-1H-imidazo[4,5-c]quinolin-7-yl)-1-naphthonitrile